BrC1=CC=C(C(=N1)NC(=O)C1C2CC2CN1)C N-(6-bromo-3-methylpyridin-2-yl)-3-azabicyclo[3.1.0]hexane-2-carboxamide